O=C1NC(CCC1N1C(C2=CC=CC(=C2C1=O)OCC(=O)N1CCN(CC1)C1=CC=C(N=N1)C(=O)N1CCC(CC1)CCCCNC(\C=C\C=1C=NC=CC1)=O)=O)=O (E)-N-(4-(1-(6-(4-(2-((2-(2,6-dioxopiperidin-3-yl)-1,3-dioxoisoindolin-4-yl)oxy)acetyl)piperazin-1-yl)pyridazine-3-carbonyl)piperidin-4-yl)butyl)-3-(pyridin-3-yl)acrylamide